fluoroallyl-pinacol borate B(O)(O)O.FC=CCCC(O)(C)C(C)(C)O